C(C)(C)(C)OC(=O)N1CC2(C1)CN(C2)C=2C=NC(=CC2)[N+](=O)[O-] 6-(6-nitropyridin-3-yl)-2,6-diazaspiro[3.3]heptane-2-carboxylic acid tert-butyl ester